4-{5-[(2-bromobenzylidene)amino]-1,3,4-thiadiazol-2-yl}catechol BrC1=C(C=NC2=NN=C(S2)C=2C=C(C(O)=CC2)O)C=CC=C1